The molecule is an alpha,omega-dicarboxylic acid and phosphate monoester that is adipic acid with a phosphate group at position 4 and hydroxy groups at positions 2, 3, and 5. It has a role as a metabolite. It is a triol, an alpha,omega-dicarboxylic acid and a phosphate monoester. It derives from an adipic acid. C(C(C(C(=O)O)O)OP(=O)(O)O)(C(C(=O)O)O)O